ClC=1C(=NC(=C(C(=O)NC2=CC(=C(C=C2)Cl)C#N)C1)N1CCC(CCC1)(F)F)C 5-chloro-N-(3-cyano-4-chlorophenyl)-2-(4,4-difluoroazepan-1-yl)-6-methylnicotinamide